Pyrimidinol C1=CNC(=O)N=C1